3-[(3-Chlorophenyl)methoxy]benzoic acid ClC=1C=C(C=CC1)COC=1C=C(C(=O)O)C=CC1